C(C)(C)(C)OC(=O)N1CC(N(CC1)C1=NC(=CC=C1)Br)=O 4-(6-bromopyridin-2-yl)-3-oxopiperazine-1-carboxylic acid tert-butyl ester